S1C=C(C=C1)C=1N=NSC1 4-(thiophene-3-yl)-1,2,3-thiadiazole